ClC1=C2C[C@H](OC(C2=C(C(=C1)C(=O)N[C@H](C(=O)O)CC1=CC=CC=C1)OC)=O)C (2S)-2-[[(3R)-5-chloro-8-methoxy-3-methyl-1-oxo-3,4-dihydroisochromene-7-carbonyl]amino]-3-phenylpropanoic acid